ClC1=C2C(=NC=C1C=1C=C(C=CC1)N1C(CN(CC1)S(=O)(=O)CCCN1CCC(CC1)C1=CC=C(C=C1)NN1C(CCCC1=O)=O)=O)NC=C2C2CC2 ((4-(1-(3-((4-(3-(4-chloro-3-cyclopropyl-1H-pyrrolo[2,3-b]pyridin-5-yl)phenyl)-3-oxopiperazin-1-yl)sulfonyl)propyl)piperidin-4-yl)phenyl)amino)piperidine-2,6-dione